methyl (1S,15S,18S,19S,20S)-18-hydroxy-1,3,11,12,14,15,16,17,18,19,20,21-dodecahydroyohimban-19-carboxylate COC(=O)[C@@H]1[C@H](CC[C@H]2[C@@H]1C[C@H]3C4=C(CCN3C2)C5=CC=CC=C5N4)O